methyl 1-(5-(3-(piperidine-1-carbonyl)pyrazolo[1,5-a]pyridin-7-yl)pyridin-2-yl)azetidine-3-carboxylate N1(CCCCC1)C(=O)C=1C=NN2C1C=CC=C2C=2C=CC(=NC2)N2CC(C2)C(=O)OC